C(C(C)C)C1=NC(=NC=C1)NCC1=C(N=NN1C)C1=CC=C(C(=N1)C)O[C@@H]1C[C@H](CCC1)C(=O)O (1S,3S)-3-((6-(5-(((4-isobutyl-pyrimidin-2-yl)amino)methyl)-1-methyl-1H-1,2,3-triazol-4-yl)-2-methylpyridin-3-yl)oxy)cyclohexane-1-carboxylic acid